8-((4-(cyclopropylmethyl)piperazin-1-yl)methyl)-2-(3,4-dimethoxyphenyl)-5,7-dihydroxy-6-methoxy-4H-chromen-4-one C1(CC1)CN1CCN(CC1)CC=1C(=C(C(=C2C(C=C(OC12)C1=CC(=C(C=C1)OC)OC)=O)O)OC)O